N-(1-isopropyl-3-(pyridin-2-yl)-1H-pyrazol-4-yl)-5'-methyl-[2,3'-bipyridine]-6-carboxamide C(C)(C)N1N=C(C(=C1)NC(=O)C1=CC=CC(=N1)C=1C=NC=C(C1)C)C1=NC=CC=C1